OC1=CC2=C(C=3O[C@]4(CC[C@@H](C([C@@H]4CC13)(C)C)O)C)C(C=C(O2)C2=CC=CC=C2)=O (7aS,9S,11aS)-6,9-dihydroxy-8,8,11a-trimethyl-3-phenyl-7a,8,9,10,11,11a-hexahydro-1H,7H-pyrano[2,3-c]xanthen-1-one